FC(C=1C=NN(C1)C1CCN(CC1)C(=O)OC(C)(C)C)(C=1C=2C3=C(C(NC3=CC1)=O)C=CC2)F tert-Butyl 4-(4-(Difluoro(2-oxo-1,2-dihydrobenzo[cd]indol-6-yl)methyl) 1H-pyrazol-1-yl)piperidine-1-carboxylate